methyl 1-(5-(2,6-dichlorophenethyl)-2,3-dihydro-1H-inden-1-yl)piperidine-4-carboxylate ClC1=C(CCC=2C=C3CCC(C3=CC2)N2CCC(CC2)C(=O)OC)C(=CC=C1)Cl